tert-Butyl N-tert-butoxycarbonyl-N-[3-[ethyl-[(4-fluoro-2-methyl-phenyl)methyl]amino]-2-fluoro-6-nitro-phenyl]carbamate C(C)(C)(C)OC(=O)N(C(OC(C)(C)C)=O)C1=C(C(=CC=C1[N+](=O)[O-])N(CC1=C(C=C(C=C1)F)C)CC)F